FCC(=CCC/C(=C/CC/C(=C/CC[C@]1(OC2=C(C(=C(C(=C2CC1)C)O)C)C)C)/C)/C)CF (R)-2-((3E,7E)-13-fluoro-12-(fluoromethyl)-4,8-dimethyltrideca-3,7,11-trien-1-yl)-2,5,7,8-tetramethylchroman-6-ol